FC1=C(CNC(C2=C(C=C(C(=C2)C=2C=CC=3N(N2)C=C(N3)NC(CO)=O)C)OC)=O)C=C(C=C1)OC(F)(F)F N-(2-fluoro-5-(trifluoromethoxy)benzyl)-5-(2-(2-hydroxyacetamido)imidazo[1,2-b]pyridazin-6-yl)-2-methoxy-4-methylbenzamide